(E)-(2,6-dimethoxy-4-(2-nitrobut-1-en-1-yl)phenyl)(4,4,4-trifluorobutyl)sulfane COC1=C(C(=CC(=C1)\C=C(/CC)\[N+](=O)[O-])OC)SCCCC(F)(F)F